C(C#C)(=O)OCC ethyl propargylate